FC(C(=O)O)(F)F.N1C=CC2=CC=C(C=C12)NC1C2=C(C=3N(CC1)N=NC3C)C=CC(=C2)C=2CCNCC2 N-(1H-indol-6-yl)-1-methyl-9-(1,2,3,6-tetrahydropyridin-4-yl)-6,7-dihydro-5H-benzo[c][1,2,3]triazolo[1,5-a]azepin-7-amine 2,2,2-trifluoroacetate